8-(benzyloxy)-7-bromoquinoxalin-2(1H)-one C(C1=CC=CC=C1)OC=1C(=CC=C2N=CC(NC12)=O)Br